NC=1C=CC2=C(OC[C@H]3N2CCN(C3)C(=O)OC(C)(C)C)C1C#N tert-butyl (S)-8-amino-7-cyano-1,2,4a,5-tetrahydrobenzo[b]pyrazino[1,2-d][1,4]oxazine-3(4H)-carboxylate